6-(5,6-diamino-2-fluoro-4'-methyl-[3,3'-bipyridin]-5-yl)-3,4-dihydroisoquinolin-1(2H)-one 2,2,2-trifluoroacetate FC(C(=O)O)(F)F.NC1(CC(=C(N=C1N)F)C=1C=NC=CC1C)C=1C=C2CCNC(C2=CC1)=O